C(C)(=O)NC1=CN(C2=CC=C(C=C12)C#CC1=CC=C(C=C1)C(F)(F)F)C(=O)OC(C)(C)C tert-Butyl 3-acetamido-5-((4-(trifluoromethyl)phenyl)ethynyl)-1H-indole-1-carboxylate